F[P-](F)(F)(F)(F)F.C=[NH2+] methyleneammonium hexafluorophosphate